ClC1=NC=C(C(=C1)N1CC(C1)CC(=O)N1CC=2N=C3COCC3=C(C2C1)C)OC 2-[1-(2-Chloro-5-methoxy-pyridin-4-yl)-azetidin-3-yl]-1-(8-methyl-5,7-dihydro-1H,3H-2-oxa-4,6-diaza-s-indacen-6-yl)-ethanone